C(C)OC(=O)C1=CC(=NN1C1=CC=CC=C1)S(=O)(=O)Cl 3-(chlorosulfonyl)-1-phenyl-1H-pyrazole-5-carboxylic acid ethyl ester